ethyl 2-((2-(4-fluoro-3-(trifluoromethoxy)phenyl)-2-oxoethyl)amino)-2-oxoacetate FC1=C(C=C(C=C1)C(CNC(C(=O)OCC)=O)=O)OC(F)(F)F